HEXADIENOATE C(C=CC=CC)(=O)[O-]